(S)-3-(4-amino-6-morpholinopyrido[3,4-d]pyrimidin-8-yl)-2,4-dimethylphenol NC=1C2=C(N=CN1)C(=NC(=C2)N2CCOCC2)C=2C(=C(C=CC2C)O)C